2-(DIMETHYLAMINO)NICOTINALDEHYDE CN(C1=C(C=O)C=CC=N1)C